O=C[C@H](O)[C@@H](O)[C@H](O)CO xylo-pentose